2-(4,4-difluoropiperidin-1-yl)-N-(2-(4,4-dimethyl-1,4-azasilinan-1-yl)-5-fluoro-4-((2-hydroxyethyl)sulfonamido)phenyl)pyrimidine-4-carboxamide FC1(CCN(CC1)C1=NC=CC(=N1)C(=O)NC1=C(C=C(C(=C1)F)NS(=O)(=O)CCO)N1CC[Si](CC1)(C)C)F